rac-tert-butyl (1S,2R,3R,5R)-3-amino-2-fluoro-8-azabicyclo[3.2.1]octane-8-carboxylate N[C@H]1[C@H]([C@@H]2CC[C@H](C1)N2C(=O)OC(C)(C)C)F |r|